COC1=C(C=C2COC(C2=C1)=O)CC(C(=O)[O-])(C)C 6-methoxy-1-oxo-1,3-dihydroisobenzofuran-5-yl-pivalate